CN(C1=C(C#N)C=C(C=C1)C=O)C 2-DIMETHYLAMINO-5-FORMYLBENZONITRILE